(+/-)-N7-methyl-3-phenyl-N5-(pyridazin-3-yl)-2,3-dihydrobenzofuran-5,7-dicarboxamide CNC(=O)C1=CC(=CC=2[C@H](COC21)C2=CC=CC=C2)C(=O)NC=2N=NC=CC2 |r|